N,N-bis-(ethylsulfonyl)aminotetrahydrothiophene-1,1-dioxide C(C)S(=O)(=O)N(S(=O)(=O)CC)C1S(CCC1)(=O)=O